ClC=1C(N(C(=CC1O)C)C1=CC(=NC=C1C)N1N=C(C=C1)C(C)(C)O)=O 3-chloro-4-hydroxyl-2'-(3-(2-Hydroxypropan-2-yl)-1H-pyrazol-1-yl)-5',6-dimethyl-2H-[1,4'-bipyridyl]-2-one